N[C@H](C(=O)O)CCC (S)-(+)-2-Aminopentanoic acid